CS(=O)(=O)OCCSC1=CC=CC=C1 2-(phenylthio)ethyl methanesulfonate